ClC1=C(C(=CC=C1)F)N1C=2N(C3=C(C1=O)C=NC(=N3)NC3=CC=C1C(CN(CC1=C3)CCF)(C)C)C=CN2 6-(2-chloro-6-fluorophenyl)-2-{[2-(2-fluoroethyl)-4,4-dimethyl-1,2,3,4-tetrahydroisoquinolin-7-yl]amino}imidazo[1,2-a]pyrimido[5,4-e]pyrimidin-5(6H)-one